N-(6-(2-(((1r,4r)-4-aminocyclohexyl)amino)-8-ethylquinazolin-6-yl)-5-fluoropyridin-3-yl)-2-chlorobenzene-sulfonamide NC1CCC(CC1)NC1=NC2=C(C=C(C=C2C=N1)C1=C(C=C(C=N1)NS(=O)(=O)C1=C(C=CC=C1)Cl)F)CC